Cl.CN(C=1SC=2N=C(SC2N1)C=1N=CC(=C2C1NC=C2)C=2C=NNC2)[C@@H]2C[C@H](NCC2)C N-Methyl-N-[(2R,4S)-2-methylpiperidin-4-yl]-5-[4-(1H-pyrazol-4-yl)-1H-pyrrolo[2,3-c]pyridin-7-yl][1,3]thiazolo[5,4-d][1,3]thiazol-2-amin Hydrochlorid